propylaminomaleamide C(CC)N/C(/C(=O)N)=C/C(=O)N